FC1=CC(=C(C=C1)NC1=C(C(=O)OC)C=C(C=C1)C(F)(F)F)C methyl 2-((4-fluoro-2-methylphenyl)-amino)-5-(trifluoro-methyl)benzoate